tert-butyl 4-(1-(3-amino-6-(2-(benzyloxy)phenyl)pyridazin-4-yl)-1H-pyrazol-4-yl)-3-oxopiperazine-1-carboxylate NC=1N=NC(=CC1N1N=CC(=C1)N1C(CN(CC1)C(=O)OC(C)(C)C)=O)C1=C(C=CC=C1)OCC1=CC=CC=C1